N[C@H]1[C@H](CCCC1)NC(OC(C)(C)C)=O tert-butyl ((1S,2R)-2-aminocyclohexyl)carbamate